BrC1=CN=C2N1C=C(C=C2C)C(OCC)=N ethyl 3-bromo-8-methyl-imidazo[1,2-a]pyridine-6-carboximidate